4-(3-(4-chloro-2-fluorophenyl)-2,3-dihydrobenzo[b][1,4]dioxin-5-yl)-3,6-dihydropyridine-1(2H)-carboxylic acid tert-butyl ester C(C)(C)(C)OC(=O)N1CCC(=CC1)C1=CC=CC=2OCC(OC21)C2=C(C=C(C=C2)Cl)F